(8S,9S,10R,13S,14S,17R)-17-hydroxy-17-(2-hydroxyacetyl)-10,13-dimethyl-7,8,9,10,12,13,14,15,16,17-decahydro-3H-cyclopenta[a]phenanthrene-3,11(6H)-dione O[C@@]1(CC[C@H]2[C@@H]3CCC4=CC(C=C[C@@]4([C@H]3C(C[C@]12C)=O)C)=O)C(CO)=O